2-(2-((5-Bromo-2-((2-methoxy-5-methyl-4-(4-(4-methylpiperazin-1-yl)piperidin-1-yl)phenyl)amino)pyrimidin-4-yl)amino)phenyl)propan-2-ol BrC=1C(=NC(=NC1)NC1=C(C=C(C(=C1)C)N1CCC(CC1)N1CCN(CC1)C)OC)NC1=C(C=CC=C1)C(C)(C)O